ClC=1C2=C(N=CN1)N(C=C2B2OC(C(O2)(C)C)(C)C)C 4-chloro-7-methyl-5-(4,4,5,5-tetramethyl-1,3,2-dioxaborolan-2-yl)-pyrrolo[2,3-d]pyrimidine